FC=1C=CC2=C(C(NS2)=O)C1 5-fluoro-benzo[d]isothiazol-3(2H)-one